CC=1C=C(C=C(C1)C)C=1N=C(SC1C1=CC(=NC=C1)OCC1=CC=CC=C1)N [4-(3,5-dimethylphenyl)-5-(2-phenylmethoxy-4-pyridinyl)-1,3-thiazol-2-yl]amine